COC1=C(C=C(C=C1)C(C)C1=C(NC=2N(C1=O)N=C(C2N2CCCCC2)C2=CC=CC=C2)C)[N+](=O)[O-] 6-(1-(4-Methoxy-3-nitrophenyl)ethyl)-5-methyl-2-phenyl-3-(piperidin-1-yl)pyrazolo[1,5-a]pyrimidin-7(4H)-one